1-(4-morpholinyl)-2-propanol N1(CCOCC1)CC(C)O